ClC1=NC=C2C=CN=C(C2=C1)C1=CCCCC1 7-chloro-1-(cyclohex-1-en-1-yl)-2,6-naphthyridine